C(C)N1C=NC(=C1)C1=CC=C2C(=CC=NC2=N1)C1=CN=C2N1N=C(C(=C2)C2=CC=C(CN1CCOCC1)C=C2)C 4-(4-(3-(7-(1-Ethyl-1H-imidazol-4-yl)-1,8-naphthyridin-4-yl)-6-methylimidazo[1,2-b]pyridazin-7-yl)benzyl)morpholine